NC=1N=NC(=C(N1)C)C1=C(C=C(C=O)C=C1)OCOCC 4-(3-amino-5-methyl-1,2,4-triazin-6-yl)-3-(ethoxymethoxy)benzaldehyde